(S)-4-(1-((3-(difluoro-methyl)-1-(methyl-d3)-1H-pyrazol-4-yl)sulfonyl)-1-fluoroethyl-2,2,2-d3)-N-(isoxazol-3-yl)piperidine-1-carboxamide FC(C1=NN(C=C1S(=O)(=O)[C@](C([2H])([2H])[2H])(F)C1CCN(CC1)C(=O)NC1=NOC=C1)C([2H])([2H])[2H])F